Cl.Cl.CO[C@H]1CN(CC1)C1CCC(CC1)N (1S,4s)-4-((R)-3-methoxypyrrolidin-1-yl)cyclohexan-1-amine 2HCl